C17-Heptadecanoic acid CCCCCCCCCCCCCCCCC(=O)O